4-(5-chloro-2-((1-(2,2,6,6-tetramethyltetrahydro-2H-pyran-4-yl)-1H-pyrazol-4-yl)amino)pyrimidin-4-yl)-N-(cyanomethyl)benzamide ClC=1C(=NC(=NC1)NC=1C=NN(C1)C1CC(OC(C1)(C)C)(C)C)C1=CC=C(C(=O)NCC#N)C=C1